N-(4-((4,5-dichloropyridin-2-yl)amino)-3-(1-methyl-1H-imidazol-4-yl)phenyl)acrylamide ethyl-2-(7-(hydroxymethyl)-2H-benzo[e]indazol-2-yl)-3-methylbutanoate C(C)OC(C(C(C)C)N1N=C2C=CC3=C(C2=C1)C=CC(=C3)CO)=O.ClC3=CC(=NC=C3Cl)NC3=C(C=C(C=C3)NC(C=C)=O)C=3N=CN(C3)C